6-chloro-5-cyclopropyl-4-fluoro-1-((2-(trimethylsilyl)ethoxy)methyl)-1H-indazole ClC1=C(C(=C2C=NN(C2=C1)COCC[Si](C)(C)C)F)C1CC1